FC(S(=O)(=O)OC1=CCCN(C12CC2)C(=O)OC(C)(C)C)(F)F tert-butyl 8-(((trifluoromethyl)sulfonyl)oxy)-4-azaspiro[2.5]oct-7-ene-4-carboxylate